6-(4-Acetylphenyl)-N-(4-hydroxy-bicyclo[2.2.2]oct-1-yl)pyrazolo[1,5-a]pyrimidine-3-carboxamide C(C)(=O)C1=CC=C(C=C1)C=1C=NC=2N(C1)N=CC2C(=O)NC21CCC(CC2)(CC1)O